laurylamine aminoxide N[O-].C(CCCCCCCCCCC)N